C(=O)=C(C(=O)NC1=CC(=NC=C1)C(F)(F)F)C=1C=NN(C1C(F)(F)F)C1=C2C=CNC(C2=CC=C1)=C=O 2-carbonyl-2-(1-(1-carbonyl-1,2-dihydro-isoquinolin-5-yl)-5-(trifluoromethyl)-1H-pyrazol-4-yl)-N-(2-(trifluoromethyl)pyridin-4-yl)acetamide